5-cyclopropyl-N-{4-[1-(cyclopropylmethyl)piperidin-4-yl]-6-(piperidin-4-yl)pyridin-2-yl}pyrazin-2-amine C1(CC1)C=1N=CC(=NC1)NC1=NC(=CC(=C1)C1CCN(CC1)CC1CC1)C1CCNCC1